FC(C=1OC(=NN1)C=1SC(=CC1)CC1=CN=C(S1)C1=CC=CC=C1)F 2-(Difluoromethyl)-5-[5-[(2-phenyl-1,3-thiazol-5-yl)methyl]thiophen-2-yl]-1,3,4-oxadiazole